ClC1=C(OC2=NC=C(C(=C2)S(=O)(=O)Cl)OC)C(=CC(=C1)[N+](=O)[O-])Cl 2-(2,6-dichloro-4-nitro-phenoxy)-5-methoxy-pyridine-4-sulfonyl chloride